COC1=C(C(=CC(=C1)CCC)OC)C=1C=2N(C=CC1C)C=C(N2)C 8-(2,6-Dimethoxy-4-propylphenyl)-2,7-dimethylimidazo[1,2-a]pyridine